C1(CC1)[C@H](CP(O)(=O)C)C1=CC(=NC=C1)OC[C@@H]1CC[C@H](CC1)C1=C(C=CC(=C1)OC)F ((S)-2-cyclopropyl-2-(2-(((trans)-4-(2-fluoro-5-methoxyphenyl)cyclohexyl)methoxy)pyridin-4-yl)ethyl)(methyl)phosphinic acid